3-(4-(2-(5-methylthiophen-2-yl)-6-(benzenesulfonyl)imidazo[4,5-d]pyrrolo[2,3-b]pyridine-1(6H)-yl)-1H-pyrazol-1-yl)propionitrile CC1=CC=C(S1)C1=NC=2C(=C3C(=NC2)N(C=C3)S(=O)(=O)C3=CC=CC=C3)N1C=1C=NN(C1)CCC#N